C(N)(=O)C=1C=C(C=CC1)C(C)(C)NC(=O)C1=NN(C2=CC=CC=C12)CC1CCOCC1 N-[2-(3-Carbamoylphenyl)propan-2-yl]-1-(oxan-4-ylmethyl)-1H-indazole-3-carboxamide